C1(CC1)OC1=CC=2N(C=C1C(=O)NC1=CC=C(C=N1)N1CCN(CC1)C(=O)OC(C)(C)C)C=C(N2)C tert-butyl 4-(6-(7-cyclopropoxy-2-methylimidazo[1,2-a]pyridine-6-carboxamido)pyridin-3-yl)piperazine-1-carboxylate